CON1C(N2CCCC3=CC=CC1=C23)=O 1-methoxy-5,6-dihydro-4H-imidazo[4,5,1-ij]quinolin-2(1H)-one